OC1=C(CC2=C(C(=CC(=C2)CC2=C(C=C(C=C2)O)O)C2CCCCC2)O)C=CC(=C1)O 2,4-bis(2,4-dihydroxybenzyl)-6-cyclohexylphenol